Ethyl 2-(2-(methoxymethoxy)-3-nitrophenyl)acetate COCOC1=C(C=CC=C1[N+](=O)[O-])CC(=O)OCC